2,4-diamino-5-(3,4,5-trimethoxy-benzyl)pyrimidin-1-ium NC1=[NH+]C=C(C(=N1)N)CC1=CC(=C(C(=C1)OC)OC)OC